CC=1N=C2N(N=C(C=C2)C=2N=C3N(C(C2)=O)C=C(S3)N3CCN(CC3)C(=O)OC(C)(C)C)C1 tert-butyl 4-[7-(2-methylimidazo[1,2-b]pyridazin-6-yl)-5-oxo-thiazolo[3,2-a]pyrimidin-2-yl]piperazine-1-carboxylate